C(C1=CC=CC=C1)=C1C(C2=CC=CC=C2C1=O)=O 2-benzylidene-1,3-indandione